ethyl 4-cyclopropyl-3-(1-methoxyisoquinolin-5-yl)-1,2-thiazole-5-carboxylate C1(CC1)C=1C(=NSC1C(=O)OCC)C1=C2C=CN=C(C2=CC=C1)OC